2-{4-[6-chloro-2-ethyl-5-(trifluoromethyl)-1H-benzimidazol-1-yl]phenyl}ethyl (5-chloro-1,3-dimethyl-1H-pyrazol-4-yl)sulfonylcarbamate ClC1=C(C(=NN1C)C)S(=O)(=O)NC(OCCC1=CC=C(C=C1)N1C(=NC2=C1C=C(C(=C2)C(F)(F)F)Cl)CC)=O